2-(o-chlorophenyl)-4,5-bis(m-methoxyphenyl)imidazole ClC1=C(C=CC=C1)C=1NC(=C(N1)C1=CC(=CC=C1)OC)C1=CC(=CC=C1)OC